N1(CCCCC1)CCCCCOC1=CC=C2C=C(C(OC2=C1)=NO)C(C)=O 7-[5-(1-piperidinyl)pentoxy]-3-acetylcoumarin oxime